CN(C)CCCNC(=O)N N-(dimethylaminopropyl)urea